6-(4-bromo-1-methyl-1H-pyrazol-5-yl)-2-ethyl-3-methoxybenzonitrile BrC=1C=NN(C1C1=CC=C(C(=C1C#N)CC)OC)C